methyl 1-(4-bromo-2,6-diethylbenzyl)piperidine-4-carboxylate BrC1=CC(=C(CN2CCC(CC2)C(=O)OC)C(=C1)CC)CC